CN1C(NC2=C1C(=CC=C2)C2CNCCC2)=O 3-Methyl-2-oxo-4-(piperidin-3-yl)-1,3-benzodiazol